2-(2-naphthyl)-2-aminoacetic acid C1=C(C=CC2=CC=CC=C12)C(C(=O)O)N